BrC1=C(C=CC=C1)C(CC1=C(C=NN1C)Cl)N 1-(2-bromophenyl)-2-(4-chloro-1-methyl-1H-pyrazol-5-yl)ethan-1-amine